BrC1=CC=C(C=C1)C=1NCCCN1 2-(4-bromophenyl)-1,4,5,6-tetrahydropyrimidine